1-(2-phenylpropan-2-yl)-1,5-dihydro-4H-pyrazolo[4,3-c]pyridin-4-one C1(=CC=CC=C1)C(C)(C)N1N=CC=2C(NC=CC21)=O